[Cu].[Ni].[Zn].[Pb] lead-zinc-nickel-copper